methyl 2-(hydroxymethyl)pyrimidine-4-carboxylate OCC1=NC=CC(=N1)C(=O)OC